OC1=C(C=CC(=C1)C#N)C1=CC(=CC=C1)I hydroxy-3'-iodo-biphenyl-4-carbonitrile